FC1=C(C=CC(=C1)F)C1=CC(=NO1)C(=O)NCC(C)(C=1C=NN(C1)C)C1=NC=C(C=C1)C(N(C)C)=O 5-(2,4-difluorophenyl)-N-[2-[5-(dimethylcarbamoyl)-2-pyridyl]-2-(1-methylpyrazol-4-yl)propyl]isoxazole-3-carboxamide